C(C)(=O)OC(CCCCC(=O)O)=O adipic-acetic anhydride